p-t-pentyl-styrene C(C)(C)(CC)C1=CC=C(C=C)C=C1